FC=1C=C2CN(CC2=CC1)C1=NC=2N(C(=C1)C=1C=NNC1)N=C(C2C(C)C)C(=O)NC2=CC(=CC=C2)O 5-(5-fluoroisoindolin-2-yl)-N-(3-hydroxyphenyl)-3-isopropyl-7-(1H-pyrazol-4-yl)pyrazolo[1,5-a]pyrimidine-2-carboxamide